4-amino-5-(1,5,6,7,8,9-hexahydroimidazo[4',5':4,5]benzo[1,2-d]azepin-2-yl)thieno[2,3-b]pyridin-6(7H)-one hydrochloride Cl.NC=1C2=C(NC(C1C=1NC=3C(=CC4=C(CCNCC4)C3)N1)=O)SC=C2